C1(=CC=CC=C1)OC(OC1=CC=CC=C1)=O.OC1=CC=C(C=C1)C(C)(C)C1=CC=C(C=C1)O bisphenol A bis(phenyl)carbonate